4-pyridinoic acid N1=CC=C(C=C1)C(=O)O